(1S,5S)-beta-Pinen [C@H]12C(CC[C@H](C1(C)C)C2)=C